1-Chloro-2-fluoro-3-nitro-benzene ClC1=C(C(=CC=C1)[N+](=O)[O-])F